IC1=C(C=O)C(=CC(=C1OCCOCCOCCOC)I)I 2,4,6-Triiodo-3-(2-(2-(2-Methoxyethoxy)Ethoxy)Ethoxy)BenzAldehyde